Pentafluorobenzene 3-(2,4-Dioxotetrahydropyrimidin-1(2H)-yl)-4-fluorobenzoate O=C1N(CCC(N1)=O)C=1C=C(C(=O)O)C=CC1F.FC=1C(=C(C(=C(C1)F)F)F)F